C(=O)(OC(C)(C)C)N1CC(OCC1)C(=O)O BOC-2-morpholinecarboxylic acid